6-bromo-1-neopentyl-1H-indole BrC1=CC=C2C=CN(C2=C1)CC(C)(C)C